C(CC)C1(C(=O)OCCCC1)CCC Di-n-propyl-ε-caprolacton